3-(4-bromophenyl)oxabutan-3-ol BrC1=CC=C(C=C1)C(CO)(C)O